C(C)OCOCCCC(CC(C)[Mg]Br)C 6-ethoxymethoxy-1,3-dimethylhexyl-magnesium bromide